5-iodo-4-methyl-1,3-thiazol-2-amine IC1=C(N=C(S1)N)C